1-Tert-butyl 6-(N-(3-(1-(cyclohexylmethyl)-5-methyl-1H-pyrazol-4-yl)-6-(8-((5-methylthiazol-2-yl) carbamoyl)-3,4-dihydroisoquinolin-2(1H)-yl)picolinoyl)sulfamoyl)hexanoate C1(CCCCC1)CN1N=CC(=C1C)C=1C(=NC(=CC1)N1CC2=C(C=CC=C2CC1)C(NC=1SC(=CN1)C)=O)C(=O)NS(=O)(=O)CCCCCC(=O)OC(C)(C)C